2-benzyl 1-methyl (1S,2R,4R)-4-((tert-butyldiphenylsilyl)oxy)-1-methylcyclohexane-1,2-dicarboxylate [Si](C1=CC=CC=C1)(C1=CC=CC=C1)(C(C)(C)C)O[C@H]1C[C@H]([C@](CC1)(C(=O)OC)C)C(=O)OCC1=CC=CC=C1